BrC=1C=C2C3(CN(C2=CC1)C(=O)C=1C=C(C=CC1)S(=O)(=O)NC1CC(C1)F)CCC1(CC3)CC1 3-(5''-bromodispiro[cyclopropane-1,1'-cyclohexane-4',3''-indoline]-1''-carbonyl)-N-(3-fluorocyclobutyl)benzenesulfonamide